FC1=CC(=CC2=C1N=C(S2)N)F 4,6-difluoro-benzo[d]thiazol-2-amine